2-chloro-4-(cyclopropynyl)-5-fluoropyrimidine ClC1=NC=C(C(=N1)C1C#C1)F